N1=CC=CC=2C(CCCC12)C(=O)[O-] 5,6,7,8-tetrahydroquinoline-5-carboxylate